tert-butyl (1-(7-(8-(but-3-en-1-yloxy)imidazo[1,2-a]pyrazin-6-yl)furo[3,2-b]pyridin-5-yl)ethyl)(ethyl)-carbamate C(CC=C)OC=1C=2N(C=C(N1)C1=C3C(=NC(=C1)C(C)N(C(OC(C)(C)C)=O)CC)C=CO3)C=CN2